tertbutyl 3-(2-aminoethoxy)propanoate NCCOCCC(=O)OC(C)(C)C